2-methyl-3,5-bis(naphthalen-2-yl)-1H-pyrrole CC=1NC(=CC1C1=CC2=CC=CC=C2C=C1)C1=CC2=CC=CC=C2C=C1